3-(5-(((S)-1-((2-((1R,5S)-6-Oxa-3-azabicyclo[3.1.1]heptan-3-yl)quinolin-6-yl)methyl)pyrrolidin-3-yl)oxy)-1-oxoisoindolin-2-yl)piperidine-2,6-dione [C@@H]12CN(C[C@@H](O1)C2)C2=NC1=CC=C(C=C1C=C2)CN2C[C@H](CC2)OC=2C=C1CN(C(C1=CC2)=O)C2C(NC(CC2)=O)=O